4-(2,6-difluorophenyl)cyclohexanone FC1=C(C(=CC=C1)F)C1CCC(CC1)=O